3,3'-sulfanediyldipropionate S(CCC(=O)[O-])CCC(=O)[O-]